tert-butyl-(2-isothiocyanato-2-methylpropoxy)diphenylsilane C(C)(C)(C)[Si](C1=CC=CC=C1)(C1=CC=CC=C1)OCC(C)(C)N=C=S